S(CCC(=O)[O-])CCC(=O)OC(CCCCCCCCCCCCCCCCCCCCCCCCCCCCC)=O dodecylstearoyl 3,3'-thiodipropionate